3-(4-(4-Aminoimidazo[2,1-f][1,2,4]triazin-7-yl)-1H-pyrazol-1-yl)-4-methanyl-N-(3-(trifluoromethyl)phenyl)benzamide NC1=NC=NN2C1=NC=C2C=2C=NN(C2)C=2C=C(C(=O)NC1=CC(=CC=C1)C(F)(F)F)C=CC2C